FC=1C=C(C=CC1)C1=C(C(=O)N)C=CC(=C1)OC(C(=O)NC1=CC=C(C=C1)Cl)C (3-fluorophenyl)-4-((1-((4-chlorophenyl)amino)-1-oxopropan-2-yl)oxy)benzamide